ClC1=C(OC=2N=NC(=CC2C(=O)NC2=CC(=CC=C2)S(=O)(=N)C)OCF)C=CC(=C1)F 3-(2-chloro-4-fluorophenoxy)-N-(3-(S-methylsulfonimidoyl)phenyl)-6-(fluoromethoxy)pyridazine-4-carboxamide